N1=CN=C2N1C=CC=N2 [1,2,4]TRIAZOLO[1,5-A]PYRIMIDINE